4-[7-{[(2R)-1,4-dioxan-2-yl]methoxy}-5-fluoro-3-(pyridin-2-yl)-1H-pyrrolo[3,2-b]pyridin-2-yl]pyridin-2-amine O1[C@H](COCC1)COC1=C2C(=NC(=C1)F)C(=C(N2)C2=CC(=NC=C2)N)C2=NC=CC=C2